2,3,5,6-tetrakis[3,6-bis(1,1-dimethylethyl)-9H-carbazol-9-yl]benzonitrile CC(C)(C)C=1C=CC=2N(C3=CC=C(C=C3C2C1)C(C)(C)C)C1=C(C#N)C(=C(C=C1N1C2=CC=C(C=C2C=2C=C(C=CC12)C(C)(C)C)C(C)(C)C)N1C2=CC=C(C=C2C=2C=C(C=CC12)C(C)(C)C)C(C)(C)C)N1C2=CC=C(C=C2C=2C=C(C=CC12)C(C)(C)C)C(C)(C)C